(S)-N-(5-(2,4-difluorophenoxy)pyridin-2-yl)-2-(3,3-dimethyl-4-(6-oxo-1,6-dihydropyridine-3-carbonyl)piperazin-1-yl)propanamide FC1=C(OC=2C=CC(=NC2)NC([C@H](C)N2CC(N(CC2)C(=O)C2=CNC(C=C2)=O)(C)C)=O)C=CC(=C1)F